2-chloro-1,3-di-tert-butylimidazolidinyl chloride ClC1(N(CCN1C(C)(C)C)C(C)(C)C)Cl